tert-butyl 4-[2-[2-(2,6-dimethyl-4-pyridyl)-3-methyl-1H-indol-6-yl]thiazol-4-yl]-3,6-dihydro-2H-pyridine-1-carboxylate CC1=NC(=CC(=C1)C=1NC2=CC(=CC=C2C1C)C=1SC=C(N1)C=1CCN(CC1)C(=O)OC(C)(C)C)C